6-bromo-1-oxo-2,3-dihydro-1H-indene-2-carboxylic acid methyl ester COC(=O)C1C(C2=CC(=CC=C2C1)Br)=O